4-(4-phenylpiperazin-1-yl)-phthalazin-1(2H)-one C1(=CC=CC=C1)N1CCN(CC1)C1=NNC(C2=CC=CC=C12)=O